CC1=NN(C(=C1)NC(=O)C=1C=NN2C1N=CC=C2)C=2C=NC=CC2 N-(3-methyl-1-(pyridin-3-yl)-1H-pyrazol-5-yl)pyrazolo[1,5-a]pyrimidine-3-carboxamide